N-[(3s,4s)-1-[2-(6-chloro-3-pyridinyl)ethyl]-4-methoxy-pyrrolidin-3-yl]carbamic acid tert-butyl ester C(C)(C)(C)OC(N[C@H]1CN(C[C@@H]1OC)CCC=1C=NC(=CC1)Cl)=O